2-chlororesorcinol ClC1=C(O)C=CC=C1O